CCCC=CCCCCC=CCCCC Pentadecane-4,10-diene